CO[SiH]([Si]([Si]([Si](C)(C)C)(C)C)(C)C)C methoxyoctamethyltetrasilane